FC=1C(=CC(=C(C1)N1C(C=CC2=CC(=CC=C12)S(=O)(=O)NC=1N=NC=CC1)=O)OC)[C@H]1[C@@H](C1)C(F)(F)F (P)-1-(5-FLUORO-2-METHOXY-4-((1R,2R)-2-(TRIFLUOROMETHYL)CYCLOPROPYL)PHENYL)-2-OXO-N-(PYRIDAZIN-3-YL)-1,2-DIHYDROQUINOLINE-6-SULFONAMIDE